(S)-3-((4-(3,5-Dimethylisoxazol-4-yl)-2-nitrophenyl)amino)pyrrolidine-1-carboxylic acid tert-butyl ester C(C)(C)(C)OC(=O)N1C[C@H](CC1)NC1=C(C=C(C=C1)C=1C(=NOC1C)C)[N+](=O)[O-]